2-(2-bromo-5-chlorophenyl)acetaldehyde BrC1=C(C=C(C=C1)Cl)CC=O